C(C)(C)(C)OC(=O)N1N=CC=2C1=NC=C(C2)C#C 5-ethynyl-1H-pyrazolo[3,4-b]Pyridine-1-carboxylic acid tert-butyl ester